ClC1=CC=C(C=N1)C1(CC1)C#N 1-(6-chloro-3-pyridinyl)cyclopropanecarbonitrile